6-(5-{[3-(4-fluorophenyl)butyl]carbamoyl}-6-methoxypyridin-3-yl)-N-methyl-1H-indazole-3-carboxamide FC1=CC=C(C=C1)C(CCNC(=O)C=1C=C(C=NC1OC)C1=CC=C2C(=NNC2=C1)C(=O)NC)C